P(=O)(O)(O)OC[C@H]([C@@H](CC(C(=O)[O-])=O)O)O 2-dehydro-3-deoxy-6-phospho-galactonate